3-(1-methyl-6-(4-(piperazin-1-ylmethyl)-piperidin-1-yl)-1H-indazol-3-yl)piperidine-2,6-dione hydrochloride Cl.CN1N=C(C2=CC=C(C=C12)N1CCC(CC1)CN1CCNCC1)C1C(NC(CC1)=O)=O